1,1-dioxo-1,2-benzothiazole O=S1(N=CC2=C1C=CC=C2)=O